N-(4-(1,5-dimethyl-1H-pyrazol-4-yl)-2-methoxyphenyl)-8-(2-oxa-6-azaspiro[3.4]octan-6-yl)pyrido[3,4-d]pyrimidin-2-amine CN1N=CC(=C1C)C1=CC(=C(C=C1)NC=1N=CC2=C(N1)C(=NC=C2)N2CC1(COC1)CC2)OC